benzyl 4-[[7-[2-(2,6-dioxo-3-piperidyl)-1-oxo-isoindolin-5-yl]-7-azaspiro[3.5]nonan-2-yl]oxy]piperidine-1-carboxylate O=C1NC(CCC1N1C(C2=CC=C(C=C2C1)N1CCC2(CC(C2)OC2CCN(CC2)C(=O)OCC2=CC=CC=C2)CC1)=O)=O